CC1=NC(=CC(=N1)NCCNC(=O)[C@H]1N(CCC1)C(C=C)=O)NC=1SC(=CN1)C1=CC=NC=C1 (2S)-N-[2-[[2-methyl-6-[[5-(4-pyridyl)thiazol-2-yl]amino]pyrimidin-4-yl]amino]ethyl]-1-prop-2-enoyl-pyrrolidine-2-carboxamide